C(#N)C=1C=C2C(=NC1N(C(C)=O)CC1=CC=C3C=CC(=NC3=C1)NC(OC(C)(C)C)=O)CCC2 tert-Butyl N-{7-[(N-{3-cyano-5H,6H,7H-cyclopenta[b]pyridin-2-yl}acetamido)methyl]quinolin-2-yl}carbamate